C(C1=CC=CC=C1)SC(C(F)(F)F)(C(F)(F)F)F Benzyl-(perfluoropropan-2-yl)sulfane